r-methylene-bis-(2-hydroxy-3-naphthoate) C(C1=C(C(=CC2=CC=CC=C12)C(=O)[O-])O)C1=C(C(=CC2=CC=CC=C12)C(=O)[O-])O